1,5-bis{[(4-vinylphenyl)methyl]thio}naphthalene C(=C)C1=CC=C(C=C1)CSC1=CC=CC2=C(C=CC=C12)SCC1=CC=C(C=C1)C=C